4-((2-isopropyl-4-methoxyimidazo[4,5-c]pyridin-1-yl)methyl)phenylboronic acid C(C)(C)C=1N(C2=C(C(=NC=C2)OC)N1)CC1=CC=C(C=C1)B(O)O